OCCC1=C(C=2C(C3=CC=CC=C3C(C2C(=C1)N)=O)=O)N hydroxyethyl-1,4-diaminoanthraquinone